CN1CC(C1)OC=1C=NC(=NC1)N[C@@H]1C[C@H](CC1)NC1=CC=C(C=N1)N1C(C=CC=C1)=O 6'-(((1S,3S)-3-((5-((1-methylazetidin-3-yl)oxy)pyrimidin-2-yl)amino)cyclopentyl)amino)-2H-[1,3'-bipyridyl]-2-one